C(=O)(O)/C=C/C(=O)[O-] (E)-3-carboxyacrylate